N1(N=CC2=CC=CC=C12)CC1=CC=C(C=C1)C1=NOC(=N1)C(F)(F)F 3-[4-(indazol-1-ylmethyl)phenyl]-5-(trifluoromethyl)-1,2,4-oxadiazole